BrC1=CC=C(C=C1)C1=NN(C2(C1C1=CC=CC=C1)/C(/OC(=C2)C2=CC=CC=C2)=N/S(=O)(=O)C2=CC=C(C=C2)C)C2=CC=CC=C2 (Z)-N-(3-(4-bromophenyl)-1,4,8-triphenyl-7-oxa-1,2-diazaspiro[4.4]nona-2,8-dien-6-ylidene)-4-methylbenzenesulfonamide